BrC1=NC=C(N=C1OC)OC 2-bromo-3,5-dimethoxypyrazine